(1aR,7bS)-5-[2-((R)-1-ethylpyrrolidin-3-yloxymethyl)-4-fluoro-benzenesulfonylamino]-1,1a,2,7b-tetrahydrocyclopropa-[c]chromene-4-carboxylic acid C(C)N1C[C@@H](CC1)OCC1=C(C=CC(=C1)F)S(=O)(=O)NC1=CC=C2[C@@H]3[C@H](COC2=C1C(=O)O)C3